4,5-dihydro-1H-benzo[g]indole-2-carboxylate N1C(=CC=2CCC3=C(C12)C=CC=C3)C(=O)[O-]